4-(3-fluoro-4-(1-Boc-1H-indol-3-yl)thiophen-2-yl)-4-oxobutyric acid methyl ester COC(CCC(=O)C=1SC=C(C1F)C1=CN(C2=CC=CC=C12)C(=O)OC(C)(C)C)=O